C(OCCCCCCCCCCCCCC1=CC=C2C3=C1O[C@@H]1[C@]34CCN(C([C@@]4(CCC1=C)O)C2)CC2CC2)([O-])=O (4aS,7aS,12bS)-3-(cyclopropylmethyl)-4a-hydroxy-7-methylene-2,3,4,4a,5,6,7,7a-octahydro-1H-4,12-methanobenzofuro[3,2-e]isoquinolin-9-yltridecyl carbonate